(5-bromo-3-chloro-2-methylphenyl)methanol Methyl-5-bromo-3-chloro-2-methyl-benzoate CC1=C(C(=C(C(=O)OCC2=C(C(=CC(=C2)Br)Cl)C)C=C1Br)C)Cl